(1R,2S)-8-Iodo-2-(methoxymethoxy)-1,2,3,4-tetrahydronaphthalin-1-yl-carbamat IC=1C=CC=C2CC[C@@H]([C@@H](C12)NC([O-])=O)OCOC